2-(4-fluorophenyl)-3-(2-methoxyethyl)-6-nitroquinazolin-4(3H)-one FC1=CC=C(C=C1)C1=NC2=CC=C(C=C2C(N1CCOC)=O)[N+](=O)[O-]